benzotriAzole N1N=NC2=C1C=CC=C2